C1=CC=CC=2SC3=CC=CC(C3=NC12)=O phenothiazine-9-one